Bis(8-oxo-8-((2-propylnonyl)oxy)octyl) 2-((tert-butyldiphenylsilyl)oxy)succinate [Si](C1=CC=CC=C1)(C1=CC=CC=C1)(C(C)(C)C)OC(C(=O)OCCCCCCCC(OCC(CCCCCCC)CCC)=O)CC(=O)OCCCCCCCC(OCC(CCCCCCC)CCC)=O